[Ba].[La].[B] boron lanthanum barium salt